6-Xylylene Diisocyanate C1(=CC=CC=C1CN=C=O)CN=C=O